CC1=CC=2N(C=C1)C(=CN2)C2=C1CNC(C1=C(C=C2)NC2=NC=C(C=C2)N2CCN(CC2)C)=O 4-(7-methyl-imidazo[1,2-a]pyridin-3-yl)-7-[[5-(4-methylpiperazin-1-yl)-2-pyridyl]amino]isoindolin-1-one